(3S,6S,10aR)-8-ethyl-8-hydroxy-6-((S)-2-(methylamino)propanamido)-5-oxo-N-((R)-1,2,3,4-tetrahydronaphthalen-1-yl)decahydropyrrolo[1,2-a]azocine-3-carboxamide C(C)C1(CC[C@@H]2N(C([C@H](C1)NC([C@H](C)NC)=O)=O)[C@@H](CC2)C(=O)N[C@@H]2CCCC1=CC=CC=C21)O